FC=1C=C2C=C(N(C2=CC1)C(=O)OC(C)(C)C)CO tert-butyl 5-fluoro-2-(hydroxymethyl)-1H-indole-1-carboxylate